CC(C(=O)O[C@H](C[C@H](C1=CC(=C(C=C1)F)F)O[Si](C)(C)C(C)(C)C)C=1N(N=C(N1)Br)C1OCCCC1)(C)C [(1R,3R)-1-(5-bromo-2-tetrahydropyran-2-yl-1,2,4-triazol-3-yl)-3-[tert-butyl(dimethyl)silyl]oxy-3-(3,4-difluorophenyl)propyl] 2,2-dimethylpropanoate